ClC1=NC=C(C=N1)N1C(NC2(C1)CCC(CC2)(C2=CC=CC=C2)N(C)C)=O 3-(2-chloropyrimidin-5-yl)-8-(dimethylamino)-8-phenyl-1,3-diazaspiro[4.5]decan-2-one